6-chloro-1H-1,3-benzodiazol ClC=1C=CC2=C(NC=N2)C1